ClC=1C=C(C=C(C1N1CC(CN(S1(=O)=O)CC(=O)NC1C2CC3(CC(CC1C3)C2)C(=O)N)C)Cl)C2=CC=CC=C2 4-(2-(6-(3,5-dichloro-[1,1'-biphenyl]-4-yl)-4-methyl-1,1-dioxido-1,2,6-thiadiazinan-2-yl)acetamido)adamantane-1-carboxamide